methyl ((R)-2-((6-cyanopyridin-3-yl) methoxy)-3-(octadecyloxy)propyl) hydrogen phosphate P(=O)(OC)(OC[C@@H](COCCCCCCCCCCCCCCCCCC)OCC=1C=NC(=CC1)C#N)O